(9Z,12E)-tetradeca-9,12-dien-1-yl acetate C(C)(=O)OCCCCCCCC\C=C/C\C=C\C